ClC=1C=C(C=CC1)[C@H](CNCCNC=1C=C(C=CC1)C1=CC(=CC=C1)C(=O)O)O 3'-[(2-{[(2R)-2-(3-chlorophenyl)-2-hydroxyethyl]amino}ethyl)amino]biphenyl-3-carboxylic acid